ClC=1C=CC(=NC1)[C@@H](CC(=O)O)C1(CC1)C(F)(F)F (S)-3-(5-chloropyridin-2-yl)-3-(1-(trifluoromethyl)cyclopropyl)propanoic acid